(2s,5r)-5-benzyloxyaminopiperidine-2-carboxylic acid ethyl ester C(C)OC(=O)[C@H]1NC[C@@H](CC1)NOCC1=CC=CC=C1